3,3-dimethyl-1-(4-sulfonatobutyl)-3H-indol-1-ium CC1(C=[N+](C2=CC=CC=C12)CCCCS(=O)(=O)[O-])C